FC(C1=CC=C(C=C1)N1C(C=CC2=CC=C3C(=C12)C=CC=C3)=O)(F)F 1-[4-(trifluoromethyl)phenyl]benzo[h]quinolin-2(1H)-one